4-[[4-(2-methoxyphenyl)-1-piperazinyl]carbonyl]-2-(2-methylpropyl)-1(2H)-phthalazinone COC1=C(C=CC=C1)N1CCN(CC1)C(=O)C1=NN(C(C2=CC=CC=C12)=O)CC(C)C